C(C1=CC=CC=C1)N1N=C2C(=C1Cl)CN(C2=O)[C@@H]2C(N(C1=C(OC2)C=C(C=C1)C#CC1=NC(=CC=C1)C(F)(F)F)C)=O (S)-3-(2-Benzyl-3-chloro-6-oxo-2,6-dihydropyrrolo[3,4-c]pyrazol-5(4H)-yl)-5-methyl-8-((6-(trifluoromethyl)pyridin-2-yl)ethynyl)-2,3-dihydrobenzo[b][1,4]oxazepin-4(5H)-one